(2R,4R)-1-((1-(3-chloro-2-fluoro-phenyl)cyclopropyl)methyl)-4-((3-fluoro-6-((5-methyl-1H-pyrazol-3-yl)amino)pyridin-2-yl)meth-yl)-2-methylpiperidine-4-carboxylic acid ClC=1C(=C(C=CC1)C1(CC1)CN1[C@@H](C[C@@](CC1)(C(=O)O)CC1=NC(=CC=C1F)NC1=NNC(=C1)C)C)F